benzyl 8-methyl-4-[7-oxo-8-[3-[2-(p-tolylsulfonyloxy)ethoxy]propyl]-2-[(1-tetrahydropyran-2-ylpyrazol-4-yl)amino]pyrido[2,3-d]pyrimidin-6-yl]-2,3-dihydroquinoxaline-1-carboxylate CC=1C=CC=C2N(CCN(C12)C(=O)OCC1=CC=CC=C1)C1=CC2=C(N=C(N=C2)NC=2C=NN(C2)C2OCCCC2)N(C1=O)CCCOCCOS(=O)(=O)C1=CC=C(C=C1)C